3,6-bis(4-aminophenoxy)cholestane NC1=CC=C(OC2CC3C(C[C@H]4[C@@H]5CC[C@H]([C@@H](CCCC(C)C)C)[C@]5(CC[C@@H]4[C@]3(CC2)C)C)OC2=CC=C(C=C2)N)C=C1